CC=1C=C(C=C(C1)COC1=CC=C(C=C1)NC(=N)N)COC1=CC=C(C=C1)NC(=N)N 1'-((((5-methyl-1,3-phenylene)bis(methylene))bis(oxy))bis(4,1-phenylene))diguanidine